ClC1(C(N=C2C=CC=CC2=N1)C(=O)O)C(=O)O 3-chloroquinoxaline-2,3-dicarboxylic acid